FC=1C(=CC=2N(C1)C(=NN2)C)C[C@@H](C(=O)OC)C methyl (2S)-3-(6-fluoro-3-methyl-[1,2,4]triazolo[4,3-a]pyridin-7-yl)-2-methyl-propanoate